ClC1=CC=C(C=N1)C(=O)NC1=NN(C(=C1)C1=NC2=C(N1)C(=CC=C2)F)CC2=CC=C(C=C2)OC 6-Chloro-N-[5-(7-fluoro-1H-benzimidazol-2-yl)-1-[(4-methoxyphenyl)methyl]pyrazol-3-yl]pyridine-3-carboxamide